C(C)C1=CC=C(C=N1)C1OC2=C(C=C(C=C2CC1)CN)OC (2-(6-ethylpyridin-3-yl)-8-methoxychroman-6-yl)methylamine